[S].[P].[Cr] chromium phosphorus sulfur